C1=C(C=CC=C1)S 2-benzenethiol